Diacetyloxydibutoxysilan C(C)(=O)O[Si](OCCCC)(OCCCC)OC(C)=O